FC1=CC=CC=2N=C(OC21)[C@H]2N(CCC1=C2N=CN1)C(=O)C1=CN=CO1 (S)-(4-(7-fluorobenzo[d]oxazol-2-yl)-6,7-dihydro-1H-imidazo[4,5-c]pyridin-5(4H)-yl)(oxazol-5-yl)methanone